N[C@@H](C(=O)O)CNC(C1=CC(=CC(=C1)F)C1=NC=CN=C1CC)=O (R)-2-amino-3-(3-(3-ethylpyrazin-2-yl)-5-fluorobenzamido)propanoic acid